N,N-diethyl-N-methyl-N-(2-methoxyethyl)ammonium bis(trifluoromethanesulfonyl)imide [N-](S(=O)(=O)C(F)(F)F)S(=O)(=O)C(F)(F)F.C(C)[N+](CCOC)(C)CC